2-bromo-N-(2-bromophenyl-methyl)-4-methoxybenzamide BrC1=C(C(=O)NCC2=C(C=CC=C2)Br)C=CC(=C1)OC